N-cyclopentyl-2-(4-ethylpiperazin-1-yl)-4-methylbenzo[d]thiazole-6-carboxamide C1(CCCC1)NC(=O)C1=CC2=C(N=C(S2)N2CCN(CC2)CC)C(=C1)C